O=C1NC(CC[C@@H]1N1C(C2=CC=C(C=C2C1=O)N1CCC(CC1)COC1=CC=C(CNC2=C3N=CN(C3=NC=N2)C2CC(C2)NC(C2=NC(=CC=C2)C)=O)C=C1)=O)=O N-((1s,3s)-3-(6-((4-((1-(2-(2,6-dioxopiperidin-3-yl)-1,3-dioxoisoindoline-5-yl)piperidin-4-yl)methoxy)benzyl)amino)-9H-purin-9-yl)cyclobutyl)-6-methylpicolinamide